FC=1C=CC2=C(SC(=C2)C(=O)O)C1 6-fluorobenzo[b]thiophene-2-carboxylic acid